methyl 4-((((2S*,4R*)-2-methyl-1-propionyl-1,2,3,4-tetrahydroquinolin-4-yl)amino)methyl)bicyclo[2.2.2]octane-1-carboxylate C[C@@H]1N(C2=CC=CC=C2[C@@H](C1)NCC12CCC(CC1)(CC2)C(=O)OC)C(CC)=O |o1:1,9|